C(C)(=O)N1CCC(CC1)CS(=O)(=O)C1=CC(=C(C=C1)C1=CC=C(C=C1)C#N)F 4'-(((1-Acetylpiperidin-4-yl)methyl)sulfonyl)-2'-fluoro-[1,1'-biphenyl]-4-carbonitrile